C1(=CC=C(C=C1)C(C1=CC=C(C=C1)O)C1=CC=C(C=C1)O)C(C1=CC=C(C=C1)O)C1=CC=C(C=C1)O 4,4',4'',4'''-(1,4-phenylenebis(methanetriyl))tetraphenol